methyl 4-(dimethylamino) benzoate CN(C)C1=CC=C(C=C1)C(=O)OC